C(#N)C=1C=NN2C1C(=CC(=C2)C=2C=NN(C2)[C@@H]2CN(CCC2)C(=O)OC(C)(C)C)S[C@@H](CC)C t-Butyl (3S)-3-[4-[3-cyano-4-[(1R)-1-methylpropyl]sulfanyl-pyrazolo[1,5-a]pyridin-6-yl]pyrazol-1-yl]piperidine-1-carboxylate